(S)-2-(1-methyl-5-(3-methyl-1-(4-methyl-4H-1,2,4-triazol-3-yl)cyclobutyl)-2-oxo-1,2-dihydropyridin-3-yl)-6-((3-methylpiperidin-1-yl)methyl)-4-(trifluoromethyl)isoindolin-1-one CN1C(C(=CC(=C1)C1(CC(C1)C)C1=NN=CN1C)N1C(C2=CC(=CC(=C2C1)C(F)(F)F)CN1C[C@H](CCC1)C)=O)=O